digermane [GeH3][GeH3]